3-(5-(((1R,2S)-2-(((3,3-difluorocyclobutyl)methyl)amino)cyclohexyl)methyl)-4-fluoro-1-oxoisoindolin-2-yl)piperidine-2,6-dione FC1(CC(C1)CN[C@@H]1[C@H](CCCC1)CC=1C(=C2CN(C(C2=CC1)=O)C1C(NC(CC1)=O)=O)F)F